ClC1=CC=C(C(=N1)C)C(=O)OC methyl 6-chloro-2-methyl-pyridine-3-carboxylate